[Na+].C(=O)([O-])C=1C=C(C=CC1)NC(=O)[C@@H]1C[C@@H](CN1)SC1=C(N2C([C@@H]([C@@H]2[C@H]1C)C(C)O)=O)C(=O)O (4R,5R,6S)-3-[(3S,5S)-5-[(3-carboxyphenyl)carbamoyl]-3-pyrrolidinyl]thio-6-(1-hydroxyethyl)-4-methyl-7-oxo-1-azabicyclo[3.2.0]hept-2-ene-2-carboxylic acid monosodium salt